OC(COC(CCCCCCC\C=C/CCCCCCCC)=O)CO 9-octadecenoic acid (Z)-2,3-dihydroxypropyl ester